FC(OC1=CC=C(C=C1)C1=NN=CS1)(F)F 5-(4-trifluoromethoxyphenyl)-1,3,4-thiadiazole